3-bromo-5-fluoro-2,6-dimethylpyridine BrC=1C(=NC(=C(C1)F)C)C